but-2-enoic acid isopropyl ester C(C)(C)OC(C=CC)=O